(E)-8-fluorochroman-4-one oxime FC=1C=CC=C2/C(/CCOC12)=N/O